L-phenylalanyl-hexylamine hydrochloride Cl.N[C@@H](CC1=CC=CC=C1)C(=O)NCCCCCC